C1(CC1)S(=O)(=O)NC1=CC(=NC=C1)[C@@](C(=O)NC1=NC=C(C=C1)C1=NC(=CN=C1)OCC)(CC)F (R)-2-(4-(cyclopropanesulfonamido)pyridin-2-yl)-N-(5-(6-ethoxypyrazin-2-yl)pyridin-2-yl)-2-fluorobutanamide